7-carboxy-3H-imidazo[4,5-b]pyridine 4-oxide C(=O)(O)C1=C2C(=[N+](C=C1)[O-])NC=N2